C(C)(C)OC=1C(=CC=2C(N1)=NN(C2)C21COC(C2)(C1)C)C(=O)NC=1C(N(C=CC1)[C@@H]1[C@@H](C1)C)=O 6-isopropoxy-2-(1-methyl-2-oxabicyclo[2.1.1]hexan-4-yl)-N-(1-((1S,2R)-2-methylcyclopropyl)-2-oxo-1,2-dihydropyridin-3-yl)-2H-pyrazolo[3,4-b]pyridine-5-carboxamide